C1=C(C=CC2=CC=CC=C12)CN 1-(2-naphthyl)methylamine